2-isobutanoylamino-6-oxo-1,6-dihydro-9H-purine C(C(C)C)(=O)NC=1NC(C=2N=CNC2N1)=O